N-(1-Methyl-2-oxo-1H-pyrid-3-yl)-5-(m-phenoxyphenyl)-1-{[2-(trimethylsilyl)ethoxy]methyl}-1H-imidazole-2-carboxamide CN1C(C(=CC=C1)NC(=O)C=1N(C(=CN1)C1=CC(=CC=C1)OC1=CC=CC=C1)COCC[Si](C)(C)C)=O